8-bromo-7-(4-fluorophenyl)-[1,2,4]triazolo[4,3-c]pyrimidin-5-amine BrC=1C=2N(C(=NC1C1=CC=C(C=C1)F)N)C=NN2